1-methyl-2-methylimidazolium bis(trifluoromethylsulfonyl)imide [N-](S(=O)(=O)C(F)(F)F)S(=O)(=O)C(F)(F)F.CN1C(=[NH+]C=C1)C